SC(CC(=O)OCC(CO)(CO)CO)(S)S trimethylolethyl trimercaptopropionate